6-amino-N,N-diethyl-2-phenyl-2H-indazole-3-carboxamide NC=1C=CC2=C(N(N=C2C1)C1=CC=CC=C1)C(=O)N(CC)CC